5-(N-(3-Bromo-2-hydroxypropyl)acetamido)-N1,N3-bis(2,3-dihydroxypropyl)-2,4,6-triiodo-m-benzenedicarboxamide BrCC(CN(C(C)=O)C=1C(=C(C(=C(C1I)C(=O)NCC(CO)O)I)C(=O)NCC(CO)O)I)O